The molecule is a C79 alpha-mycolic acid having a saturated C26 alpha-branch and a C53 meromycolic chain with a distal cis-double bond and a proximal cis-cyclopropyl function. It is produced by Mycobacterium tuberculosis H37Ra. It has a role as a bacterial metabolite. It is a mycolic acid, a hydroxy fatty acid and an unsaturated fatty acid. It is a conjugate acid of a (2R)-2-[(1R)-14-{2-[(15Z)-hexatriacont-15-en-1-yl]cyclopropyl}-1-hydroxytetradecyl]hexacosanoate. CCCCCCCCCCCCCCCCCCCCCCCC[C@H]([C@@H](CCCCCCCCCCCCCC1CC1CCCCCCCCCCCCCC/C=C\\CCCCCCCCCCCCCCCCCCCC)O)C(=O)O